(R)-4-(3-(dimethylamino)-3-(2-(6-(trifluoromethyl)pyridin-2-yl)ethyl)piperidin-1-yl)-2,6-difluoro-N-(pyrimidin-4-yl)benzenesulfonamide CN([C@@]1(CN(CCC1)C1=CC(=C(C(=C1)F)S(=O)(=O)NC1=NC=NC=C1)F)CCC1=NC(=CC=C1)C(F)(F)F)C